C(C)OC(CCCC\C=C/CC)OCC cis-6-nonenal diethyl acetal